C(C=C)(=O)N1C[C@H]2CNC=3N([C@H]2C1)N=C(C3C(=O)N)C3=CC=C(C=C3)OC3=CC=CC=C3 Cis-7-acryloyl-2-(4-phenoxyphenyl)-5,5a,6,7,8,8a-hexahydro-4H-pyrazolo[1,5-a]pyrrolo[3,4-e]pyrimidine-3-carboxamide